ClC=1C=C(C(=O)OC=2C=3N(C(=CC2)CC(=O)O)N=CN3)C=CC1NC(=N)N 2-(8-(3-chloro-4-guanidinobenzoyloxy)-[1,2,4]triazolo[1,5-a]pyridin-5-yl)acetic acid